piperidine-3-carboxylic acid [3-(3-chloro-phenyl)-oxetan-3-yl]amide ClC=1C=C(C=CC1)C1(COC1)NC(=O)C1CNCCC1